2-Dimethylaminomethyl-4-ethyl-6-methoxy-phenol CN(C)CC1=C(C(=CC(=C1)CC)OC)O